CC1=C(C=CC2=C1N=C(S2)NC(=O)C2C(C1C=CC2C1)C(=O)O)C 3-[(4,5-dimethyl-1,3-benzothiazol-2-yl)carbamoyl]bicyclo[2.2.1]hept-5-ene-2-carboxylic acid